4,5-dimethyl-7H-tetrazolo[1,5-a]pyrimidine-6-carboxamide CN1C=2N(CC(=C1C)C(=O)N)N=NN2